2-(3,6-diazabicyclo[3.1.1]heptan-3-yl)-N-(2-hydroxyethyl)-7-(thiazol-2-yl)benzo[d]oxazole-4-carboxamide C12CN(CC(N1)C2)C=2OC=1C(N2)=C(C=CC1C=1SC=CN1)C(=O)NCCO